Methyl (R)-6-(2-amino-3-phenylpropoxy)-2-methylbenzofuran-7-carboxylate hydrochloride Cl.N[C@@H](COC1=C(C2=C(C=C(O2)C)C=C1)C(=O)OC)CC1=CC=CC=C1